ClC=1C(=C(C=C2C=C(N=CC12)NC(=O)[C@H]1[C@@H](C1)C=1N=NN(C1)C)C=1C=NC=CC1C)F trans-N-[8-chloro-7-fluoro-6-(4-methylpyridin-3-yl)isoquinolin-3-yl]-2-(1-methyl-1H-1,2,3-triazol-4-yl)cyclopropane-1-carboxamide